5-(1-methyl-1H-pyrazol-4-yl)-3-(pyridazin-4-yl)thieno[3,2-b]-pyridine CN1N=CC(=C1)C1=CC=C2C(=N1)C(=CS2)C2=CN=NC=C2